2,6-dibromomethyl-pyridine BrCC1=NC(=CC=C1)CBr